C(C)(C)(C)OC(=O)N(C(OC(C)(C)C)=O)C1=NC=CC(=C1F)CC=1C=NC=C(C1C)NC1=NC=C(C=C1)OC(F)F tert-butyl N-tert-butoxycarbonyl-N-[4-[[5-[[5-(difluoromethoxy)-2-pyridyl] amino]-4-methyl-3-pyridyl] methyl]-3-fluoro-2-pyridyl]carbamate